N1(CCC1)C1=CC(=C(C=N1)N1C=C(C(C2=CC(=C(C=C12)N1CC2=NC=CC=C2C1)Cl)=O)C(=O)O)C 1-(6-(azetidin-1-yl)-4-methylpyridin-3-yl)-6-chloro-7-(5,7-dihydro-6H-pyrrolo[3,4-b]pyridin-6-yl)-4-oxo-1,4-dihydroquinoline-3-carboxylic acid